3,4,2'-Trihydroxy-4',6'-dimethoxychalcone OC=1C=C(C=CC1O)\C=C\C(=O)C1=C(C=C(C=C1OC)OC)O